C(C=C)N1N(C2=NC(=NC=C2C1=O)S(=O)(=O)C)C1=CC(=CC=C1)[N+](=O)[O-] 2-allyl-6-(methylsulfonyl)-1-(3-nitrophenyl)-1,2-dihydro-3H-pyrazolo[3,4-d]pyrimidin-3-one